N-hydroxysuccinimide isostearate C(CCCCCCCCCCCCCCC(C)C)(=O)O.ON1C(CCC1=O)=O